BrC1=CC2=C(N3C(C4(OC2)CC4)=NN=C3C)S1 2'-bromo-9'-methyl-4'H-spiro[cyclopropane-1,6'-thieno[2,3-e][1,2,4]triazolo[3,4-c][1,4]oxazepine]